3-(Benzyloxy)-4-(2,3-dihydro-1H-pyrrolo[2,3-b]pyridine-1-carbonyl)-5-hydroxybenzonitrile C(C1=CC=CC=C1)OC=1C=C(C#N)C=C(C1C(=O)N1CCC=2C1=NC=CC2)O